N-methyl-4-nonadecyl-N-dodecylanilinium [tetrakis(perfluorophenyl) borate] FC1=C(C(=C(C(=C1F)F)F)F)[B-](C1=C(C(=C(C(=C1F)F)F)F)F)(C1=C(C(=C(C(=C1F)F)F)F)F)C1=C(C(=C(C(=C1F)F)F)F)F.C[NH+](C1=CC=C(C=C1)CCCCCCCCCCCCCCCCCCC)CCCCCCCCCCCC